C(C)(C)(C)OC(=O)N[C@H](C(=O)N[C@H](C(=O)O)CCCNC(C(F)(F)F)=O)CCCNC(C(F)(F)F)=O (2S)-2-[(2S)-2-[(tert-butoxycarbonyl)amino]-5-(2,2,2-trifluoroacetamido)pentanamido]-5-(2,2,2-trifluoroacetamido)pentanoic acid